tert-butyl (R)-3-(3-chloro-5-(2-nitro-1-((2-(trimethylsilyl)ethoxy)methyl)-1H-imidazol-4-yl)phenyl)morpholine-4-carboxylate ClC=1C=C(C=C(C1)C=1N=C(N(C1)COCC[Si](C)(C)C)[N+](=O)[O-])[C@H]1N(CCOC1)C(=O)OC(C)(C)C